2-hydroxy-4'-(2-hydroxyethoxy)-2-ethylpropiophenone OC(C(=O)C1=CC=C(C=C1)OCCO)(C)CC